(7-((S)-2-(1H-imidazol-1-yl)propoxy)-1-(cyclopropylmethyl)-1H-indol-2-yl)-7-((S)-2-amino-3-fluoropropyl)-3-methyl-3,5,6,7-tetrahydro-8H-imidazo[4,5-b][1,6]naphthyridin-8-one N1(C=NC=C1)[C@H](COC=1C=CC=C2C=C(N(C12)CC1CC1)C1=NC=2C(=NC=3CCN(C(C3C2)=O)C[C@@H](CF)N)N1C)C